3-t-butyl-2-hydroxy-5-(2-isooctyloxycarbonylethyl)phenyl-2H-benzotriazole C(C)(C)(C)C=1C(=C(C=C(C1)CCC(=O)OCCCCCC(C)C)N1N=C2C(=N1)C=CC=C2)O